COCC(C(=O)N)N1CCN(CC1)C 3-methoxy-2-(4-methylpiperazin-1-yl)propanamide